(8S,12R)-8,12-dimethyl-9,13-dioxa-4,5,18,19-tetraazatetracyclo[12.5.2.12,5.017,20]docosa-1(19),2(22),3,14(21),15,17(20)-hexaene C[C@H]1CCN2N=CC(C3=NNC=4C=CC(O[C@@H](CCO1)C)=CC34)=C2